tert-butyl 4-(((6-chloro-3-phenylpyridazin-4-yl)amino)methyl)piperidine-1-carboxylate ClC1=CC(=C(N=N1)C1=CC=CC=C1)NCC1CCN(CC1)C(=O)OC(C)(C)C